(2-chloro-3-(trifluoromethyl)phenyl)(4-(hydroxymethyl)-1-(pyridin-2-yl)-6,7-dihydro-1H-imidazo[4,5-c]pyridin-5(4H)-yl)methanone ClC1=C(C=CC=C1C(F)(F)F)C(=O)N1C(C2=C(CC1)N(C=N2)C2=NC=CC=C2)CO